ClC1=C(C=CC=C1C1=C(C(N(C(N1C)=O)C)=O)C(=O)N)C1=C(C(=CC=C1)C1=NC(=C(C=C1)CN1CC(C1)NS(=O)(=O)C)OC)Cl (2,2'-dichloro-3'-(6-methoxy-5-((3-(methylsulfonamido)azetidin-1-yl)methyl)pyridin-2-yl)-[1,1'-biphenyl]-3-yl)-1,3-dimethyl-2,4-dioxo-1,2,3,4-tetrahydropyrimidine-5-carboxamide